4-ethoxy-3-(5-methyl-4-oxo-7-propyl-3,4-dihydroimidazo[5,1-f][1,2,4]Triazin-2-yl)benzenesulfonamide C(C)OC1=C(C=C(C=C1)S(=O)(=O)N)C1=NN2C(C(N1)=O)=C(N=C2CCC)C